C12(CC(C1)C2)C=2C(=CC(=C(C2)NC(CC(=O)OCC)=O)C#N)F ethyl 3-((5-(bicyclo[1.1.1]pentan-1-yl)-2-cyano-4-fluorophenyl)amino)-3-oxopropanoate